4-methoxy-2-(2H-1,2,3-triazol-2-yl)aniline Ethyl-(2E,4E)-5-(2-(dimethylamino)thiazol-5-yl)penta-2,4-dienoate C(C)OC(\C=C\C=C\C1=CN=C(S1)N(C)C)=O.COC1=CC(=C(N)C=C1)N1N=CC=N1